C[C@H]1N(C[C@@H](N(C1)CCS(=O)(=O)C)C)C1=CN=C(S1)C1=NNC(=C1C(C)C)C=1C=C(C=2N(C1)N=CN2)OC 5-((2R,5S)-2,5-dimethyl-4-(2-(methylsulfonyl)ethyl)piperazin-1-yl)-2-(4-isopropyl-5-(8-methoxy-[1,2,4]triazolo[1,5-a]pyridin-6-yl)-1H-pyrazol-3-yl)thiazole